FC1=C2C(=CN=C1N1CCN(CC1)C1COC1)NC(=C2C(C)C)C=2C(=C(C=1N(C2)N=CN1)C)C 6-(4-fluoro-3-isopropyl-5-(4-(oxetan-3-yl)piperazin-1-yl)-1H-pyrrolo[2,3-c]pyridin-2-yl)-7,8-dimethyl-[1,2,4]triazolo[1,5-a]pyridine